(E)-3-(2-(2-cyclopentylacetamido)phenyl)-N-hydroxyacrylamide C1(CCCC1)CC(=O)NC1=C(C=CC=C1)/C=C/C(=O)NO